C1(CCCC1)OC1=C(C=C(C=C1)CC)S(=O)(=O)N 2-(cyclopentyloxy)-5-ethyl-benzene-1-sulfonamide